1-[5-[5-[(1R)-1-(3,5-dichloro-4-pyridyl)ethoxy]-1H-indazol-3-yl]-2-pyridyl]piperazin-2-one ClC=1C=NC=C(C1[C@@H](C)OC=1C=C2C(=NNC2=CC1)C=1C=CC(=NC1)N1C(CNCC1)=O)Cl